OC=1C(=NC=C(C1)[N+](=O)[O-])C(F)(F)F 3-hydroxy-5-nitro-2-trifluoromethylpyridine